Monohydroxycarboxylic Acid OC(=O)O